N-(3-((2S,4S)-2,4-dimethylpiperidine-1-carbonyl)-6-hydroxy-4,5,6,7-tetrahydrobenzo[b]thiophen-2-yl)nicotinamide C[C@@H]1N(CC[C@@H](C1)C)C(=O)C=1C2=C(SC1NC(C1=CN=CC=C1)=O)CC(CC2)O